COC=1C=C(C=NC1)C=1CCN(CC1)C(=O)OC(C)(C)C tert-Butyl 5-methoxy-3',6'-dihydro-[3,4'-bipyridine]-1'(2'H)-carboxylate